3-acetyl-9-(2,6-dimethyl-4-prop-1-ynyl-phenyl)-3-azaspiro[5.5]undec-4-ene-8,10-dione C(C)(=O)N1CCC2(C=C1)CC(C(C(C2)=O)C2=C(C=C(C=C2C)C#CC)C)=O